(S)-(2-(benzyloxy)-4,6-dihydroxyphenyl)(8-((tetrahydrofuran-3-yl)amino)-3,4-dihydro-isoquinolin-2(1H)-yl)methanone C(C1=CC=CC=C1)OC1=C(C(=CC(=C1)O)O)C(=O)N1CC2=C(C=CC=C2CC1)N[C@@H]1COCC1